((4-((2-(trifluoromethyl)pyridin-4-yl)amino)-6-(4-(trifluoromethyl)pyrimidin-2-yl)-1,3,5-triazin-2-yl)amino)propan-1-ol FC(C1=NC=CC(=C1)NC1=NC(=NC(=N1)C1=NC=CC(=N1)C(F)(F)F)NC(CC)O)(F)F